6-(ethylthio)-3-((1-methyl-1H-1,2,4-triazole-3-yl)methyl)-1-(2,4,5-trifluorobenzyl)-1,3,5-triazine-2,4(1H,3H)-dione C(C)SC1=NC(N(C(N1CC1=C(C=C(C(=C1)F)F)F)=O)CC1=NN(C=N1)C)=O